C1(CCCCC1)CN(C)CC=1C=CC=2N(C1)C=C(N2)CNC(=O)C=2N=C1N(C(C2)=O)C=CC=C1 N-[(6-{[(cyclohexylmethyl)(methyl)amino]methyl}imidazo[1,2-a]pyridin-2-yl)methyl]-4-oxo-4H-pyrido[1,2-a]pyrimidine-2-carboxamide